4-di-tert-butylphosphanyl-N,N-dimethyl-aniline C(C)(C)(C)P(C1=CC=C(N(C)C)C=C1)C(C)(C)C